3-[5-amino-3-(2-ethylpyrazol-3-yl)pyrazolo[1,5-a]pyrimidin-2-yl]benzonitrile NC1=NC=2N(C=C1)N=C(C2C=2N(N=CC2)CC)C=2C=C(C#N)C=CC2